CN(CCN(C1=C(C=C(C(=C1)OC)NC1=NC=NC(=C1)N1OCC[C@@H]1C1=CC(=CC=C1)C#CC1=CC(=CC=C1)F)NC(C=C)=O)C)C (R)-N-(2-((2-(dimethylamino)ethyl)(methyl)amino)-5-((6-(3-(3-((3-fluorophenyl)ethynyl)phenyl)isoxazolidin-2-yl)pyrimidin-4-yl)amino)-4-methoxyphenyl)acrylamide